6-(4-amino-3-fluorophenoxy)-5-((trimethylsilyl)ethynyl)pyrimidin-4-amine NC1=C(C=C(OC2=C(C(=NC=N2)N)C#C[Si](C)(C)C)C=C1)F